(3-phenylprop-2-yn-1-yl) ethanethioate C(C)(OCC#CC1=CC=CC=C1)=S